tertbutyl tertbutyldimethylsilyl carbonate C(OC(C)(C)C)(O[Si](C)(C)C(C)(C)C)=O